2-(4-ethyl-1,4-diazepan-1-yl)-N-(1-isopropylpiperidin-4-yl)-6-methoxy-7-(3-(pyrrolidin-1-yl)propoxy)quinazolin-4-amine C(C)N1CCN(CCC1)C1=NC2=CC(=C(C=C2C(=N1)NC1CCN(CC1)C(C)C)OC)OCCCN1CCCC1